SCCCOCC(COCCCS)(COCCCS)COCCCS 3,3'-[[2,2-bis[(3-Mercaptopropoxy)methyl]-1,3-propanediyl]bis(oxy)]bis-1-propanethiol